2,6-di(2-chloroethyl)-1,4-phenylene ether ClCCC1=C2C(=CC(=C1)O2)CCCl